1-(1-methyl-4-(trifluoromethyl)-1H-imidazol-2-yl)-4-(nitromethyl)-1,2,3,6-tetrahydropyridine CN1C(=NC(=C1)C(F)(F)F)N1CCC(=CC1)C[N+](=O)[O-]